2-(2-chloro-4-(6-(difluoromethyl)-3,5-dioxo-4,5-dihydro-1,2,4-triazin-2(3H)-yl)-6-methylphenoxy)-5-hydroxy-N-((1r,3r)-3-hydroxycyclobutyl)pyridine-4-sulfonamide ClC1=C(OC2=NC=C(C(=C2)S(=O)(=O)NC2CC(C2)O)O)C(=CC(=C1)N1N=C(C(NC1=O)=O)C(F)F)C